C(CCCCCC)OCCOCCOCCOCCOCCOCCOC Hexaethylene glycol methyl heptyl ether